BrC1=C(N=CS1)C(C1=CC(=NN1C)C#N)O 5-((5-bromothiazol-4-yl)(hydroxy)methyl)-1-methyl-1H-pyrazole-3-carbonitrile